C(C)C(COC(C=CC1=CC=C(C=C1)OC)=O)CCCC 4-methoxycinnamic acid (2-ethylhexyl)Ester